COC=1C(=C2C=CNC2=C(C1)C)CN1[C@@H](CC2(CC(C2)C#N)CC1)C1=CC=C(C=C1)C(=O)N1CCN(CC1)C (2S,4r,6S)-7-((5-methoxy-7-methyl-1H-indol-4-yl)methyl)-6-(4-(4-methylpiperazine-1-carbonyl)phenyl)-7-azaspiro[3.5]nonane-2-carbonitrile